(R)-5-(3-(but-2-ynamido)piperidin-1-yl)-2,3-dioxo-1,2,3,4-tetrahydropyrido[3,4-b]pyrazine C(C#CC)(=O)N[C@H]1CN(CCC1)C1=NC=CC2=C1NC(C(N2)=O)=O